Methyl 3,3-dimethoxy-2-methylpropionate COC(C(C(=O)OC)C)OC